OCCN(CCO)CN1N=NC2=C1C=CC=C2 1-[N,N-bis(2-hydroxyethyl)aminomethyl]benzotriazole